6-chloro-1,7-bis(naphthalen-1-ylmethyl)-5-oxo-8-(3-(trifluoromethyl)phenyl)-1,2,3,5-tetrahydroimidazo[1,2-a]pyridine-3-carboxylic acid ClC1=C(C(=C2N(C1=O)C(CN2CC2=CC=CC1=CC=CC=C21)C(=O)O)C2=CC(=CC=C2)C(F)(F)F)CC2=CC=CC1=CC=CC=C21